5-chloro-1,3-dimethyl-6-nitro-1H-benzo[d]imidazol-2(3H)-one ClC1=CC2=C(N(C(N2C)=O)C)C=C1[N+](=O)[O-]